C1(CC1)C1=NNC(=C1)NC1=CC2=C(C(=NO2)NS(=O)(=O)C2=C(C=C(C=C2OC)N(C2COCC2)C)OC)C=C1OC N-{6-[(3-cyclopropyl-1H-pyrazol-5-yl)amino]-5-methoxy-1,2-benzoxazol-3-yl}-2,6-dimethoxy-4-[methyl(oxolan-3-yl)amino]benzene-1-sulfonamide